CN1NN(C=C1)C1=C(N=CN1)C(=O)N 5-(3-methyltriazol-1-yl)-imidazole-4-carboxamide